(S)-N-(1-Cyclopropyl-2-(pyrrolidin-1-yl)ethyl)-4-fluoro-N,3-dimethylbenzamide C1(CC1)[C@@H](CN1CCCC1)N(C(C1=CC(=C(C=C1)F)C)=O)C